CN1CCN(CC1)C N,N'-dimethyl-piperazine